2',3'-dideoxyguanosine 5'-triphosphate P(O)(=O)(OP(=O)(O)OP(=O)(O)O)OC[C@@H]1CC[C@@H](O1)N1C=NC=2C(=O)NC(N)=NC12